6-Bromo-1,3-benzothiazol-2-amine BrC1=CC2=C(N=C(S2)N)C=C1